CC1=CC=C(C=C1)S(=O)(=O)O.C1(CC1)C(=O)N cyclopropanecarboxamide, p-toluenesulfonic acid salt